CC1=NC=C(C(=O)NCC2=CC=C(C=C2)NC(OCC2=CC=C(C=C2)C(F)F)=O)C=C1 4-(difluoromethyl)benzyl (4-((6-methylnicotinamido)meth-yl)phenyl)carbamate